N1CC(C1)NC(OC(C)(C)C)=O tert-Butyl azetidine-3-yl-carbamate